CN(C(CCC)CCCCCCC\C=C/C\C=C/CCCCC)C (12Z,15Z)-N,N-dimethyl-henicosa-12,15-dien-4-amine